4-(6-(6-(difluoromethyl)imidazo[1,2-b]pyridazin-3-yl)pyrimidin-4-yl)-1,4-diazacycloheptane-1-sulfonamide FC(C=1C=CC=2N(N1)C(=CN2)C2=CC(=NC=N2)N2CCN(CCC2)S(=O)(=O)N)F